6-amino-4-methylquinolin-2(1H)-one NC=1C=C2C(=CC(NC2=CC1)=O)C